N-(4-(4-(tert-butoxycarbonyl)piperazin-1-yl)phenyl)-4-trifluoromethylquinazolin-2-amine C(C)(C)(C)OC(=O)N1CCN(CC1)C1=CC=C(C=C1)NC1=NC2=CC=CC=C2C(=N1)C(F)(F)F